COC(C=CCCCCCCCCCCCCCCCCCCCC)=O tricosenoic acid methyl ester